FC(C(=O)O)(F)F.N1(CCCC1)S(=O)(=O)N pyrrolidine-1-sulfonamide 2,2,2-trifluoroacetate